OCC=1N=C(SC1)C1=NOC(=C1)C(C)(C)O 2-(3-(4-(hydroxymethyl)thiazol-2-yl)isoxazol-5-yl)propan-2-ol